18-(benzyloxy)-18-oxooctadecane-7-yl octanoate C(CCCCCCC)(=O)OC(CCCCCC)CCCCCCCCCCC(=O)OCC1=CC=CC=C1